9-Hydroxy-8-Methoxy-6-Nitro-Phenanthrol OC=1C2=C(C=C(C=C2C=2C=CC=C(C2C1)O)[N+](=O)[O-])OC